O=C1NC(CCC1N1C(N(C2=C1C=CC(=C2)CCCN2C[C@H](N(CC2)C(=O)OC(C)(C)C)C(NS(=O)(=O)C)=O)C)=O)=O Tert-butyl (2S)-4-[3-[1-(2,6-dioxo-3-piperidyl)-3-methyl-2-oxo-benzimidazol-5-yl]propyl]-2-(methylsulfonylcarbamoyl)piperazine-1-carboxylate